β-amino-3-(3-bromophenyl)-propionic acid NC(CC(=O)O)C1=CC(=CC=C1)Br